ClC=1C(=CC2=CN(N=C2C1)C)\N=C\1/NC(N(C(N1CC1=C(C=C(C(=C1)F)F)F)=O)CC1=CN=NN1C(C=CC1=CC=CC=C1)=O)=O (E)-6-((6-chloro-2-methyl-2H-indazol-5-yl)imino)-3-((1-cinnamoyl-1H-1,2,3-triazol-5-yl)methyl)-1-(2,4,5-trifluorobenzyl)-1,3,5-triazine-2,4-dione